CC=1C=CC(=C(C1)C=1C(=C(C(=CC1O)CCCCC)C1=NC=CC=N1)O)C(=C)C 5'-methyl-4-pentyl-2'-(prop-1-en-2-yl)-3-(pyrimidin-2-yl)-[1,1'-biphenyl]-2,6-diol